[(biphenylyl)dibenzofuranyl](diphenyltriazinyl)biphenyl C1(=C(C=CC=C1)C1=C(C2=C(OC3=C2C=CC=C3)C=C1)C=1C(=C(C=CC1)C1=CC=CC=C1)C1=NN=NC(=C1C1=CC=CC=C1)C1=CC=CC=C1)C1=CC=CC=C1